CC(CO)=C 2-Methyl-2-propen-1-ol